3,5-bis((1-hydroxy-1,3-dihydrobenzo[c][1,2]oxaborole-3-carboxamido)methyl)benzoic acid OB1OC(C2=C1C=CC=C2)C(=O)NCC=2C=C(C(=O)O)C=C(C2)CNC(=O)C2C1=C(B(O2)O)C=CC=C1